N-(5-(4-(2,6-diazaspiro[3.4]octane-6-yl)quinazolin-6-yl)-2-methoxypyridin-3-yl)-2,4-difluorobenzenesulfonamide C1NCC12CN(CC2)C2=NC=NC1=CC=C(C=C21)C=2C=C(C(=NC2)OC)NS(=O)(=O)C2=C(C=C(C=C2)F)F